(R)-3-(2-(methoxymethyl)-6-vinylpyrimidin-4-yl)-10-methyl-9,10,11,12-tetrahydro-8H-[1,4]diazepino[5',6':4,5]thieno[3,2-f]quinolin COCC1=NC(=CC(=N1)C1=NC=2C=CC3=C(C2C=C1)C1=C(S3)CN[C@@H](CN1)C)C=C